tert-butylmagnesium C(C)(C)(C)[Mg]